N-(4-methoxy-5-(2,2,2-trifluoro-1-methoxyethyl)benzo[b]thiophen-3-yl)-1,1-diphenylmethanimine COC1=C(C=CC=2SC=C(C21)N=C(C2=CC=CC=C2)C2=CC=CC=C2)C(C(F)(F)F)OC